ClC1=C(C=CC=C1C1=NC=CC(=C1Cl)C1=NC(=C(C=C1)CNC[C@@H]1NC(CC1)=O)OC)NC(C1=NC=C(C(=C1)OC)CN1CC(C1)COC)=O (R)-N-(2-chloro-3-(3'-chloro-6-methoxy-5-((((5-oxopyrrolidin-2-yl)methyl)amino)methyl)-[2,4'-bipyridin]-2'-yl)phenyl)-4-methoxy-5-((3-(methoxymethyl)azetidin-1-yl)methyl)picolinamide